CC1(OB(OC1(C)C)C1=CC(=CC=C1)C(C(F)(F)F)(F)F)C 4,4,5,5-tetramethyl-2-(3-(perfluoroethyl)phenyl)-1,3,2-dioxaborolane